BrCN1CCN(CC1)C(=O)OC(C)(C)C tert-butyl 4-(bromomethyl)piperazine-1-carboxylate